N-(9H-fluoren-9-yl)-2-oxo-6-(trifluoromethyl)-1,2-dihydropyridine-3-carboxamide C1=CC=CC=2C3=CC=CC=C3C(C12)NC(=O)C=1C(NC(=CC1)C(F)(F)F)=O